F[P-](F)(F)(F)(F)F.C(C)(C)(C)C=1C=C(CN2CN(C=C2)CCCCCC)C=C(C1O)C(C)(C)C 1-(3,5-di-tert-butyl-4-hydroxybenzyl)-3-hexylimidazole hexafluorophosphate